1-((1-(cyanomethyl)cyclopropyl)methyl)-2-((4-(6-((4-(Cyclopropanecarbonyl)-2-fluorobenzyl)oxy)pyridin-2-yl)piperidin-1-yl)methyl)-1H-benzo[d]imidazole-5-carboxylic acid methyl ester COC(=O)C1=CC2=C(N(C(=N2)CN2CCC(CC2)C2=NC(=CC=C2)OCC2=C(C=C(C=C2)C(=O)C2CC2)F)CC2(CC2)CC#N)C=C1